C(C1=CC=CC=C1)OC1=CC=C(C=C1)C[C@@H](C(=O)OCC1=CC=CC=C1)NC(=O)OC(C)(C)C benzyl (S)-3-[p-(benzyloxy)phenyl]-2-[(tert-butyl)(oxycarbonylamino)]propionate